COC=1C=C(OC2=CC=C(C=N2)N(C(OC(C)(C)C)=O)C=2C(=NC=CC2)[N+](=O)[O-])C=CC1C tert-butyl N-[6-(3-methoxy-4-methylphenoxy)pyridin-3-yl]-N-(2-nitropyridin-3-yl)carbamate